ethyl 2-(3-bromo-[1,1'-biphenyl]-4-yl)cyclopropane-1-carboxylate BrC=1C=C(C=CC1C1C(C1)C(=O)OCC)C1=CC=CC=C1